(2R,3S,5R)-5-(2-amino-6-thioxo-1,6-dihydro-9H-purin-9-yl)-2-(hydroxymethyl-d2)tetrahydrofuran-3-yl isobutyrate C(C(C)C)(=O)O[C@@H]1[C@H](O[C@H](C1)N1C=2N=C(NC(C2N=C1)=S)N)C([2H])([2H])O